calcium acetyltaurate salt monohydrate O.C(C)(=O)NCCS(=O)(=O)[O-].[Ca+2].C(C)(=O)NCCS(=O)(=O)[O-]